C(C)C1=NN2C(C=C(C=C2)N2CC3(C2)CC(C3)C(=O)N3CC(C3)O)=C1N(C=1SC(=C(N1)C1=CC=C(C=C1)F)C#N)C 2-[[2-ethyl-5-[6-(3-hydroxyazetidine-1-carbonyl)-2-azaspiro[3.3]heptan-2-yl]pyrazolo[1,5-a]pyridin-3-yl]-methyl-amino]-4-(4-fluorophenyl)thiazole-5-carbonitrile